7-Chloro-9-(dimethylamino)-5-(2-methylpyridin-3-yl)imidazo[1,2-a]Quinoxaline-4(5H)-on ClC=1C=C2N(C(C=3N(C2=C(C1)N(C)C)C=CN3)=O)C=3C(=NC=CC3)C